methyl 4-(2,3-dimethylphenyl)-3-carboxybenzoate CC1=C(C=CC=C1C)C1=C(C=C(C(=O)OC)C=C1)C(=O)O